magnesium dicyanamide [N-](C#N)C#N.[Mg+2].[N-](C#N)C#N